S1C(=NC2=C1C=CC=C2)C2=C(SC=1CN(CC(C12)F)C(C)C)NC(C)=O N-(3-(benzo[d]thiazol-2-yl)-4-fluoro-6-isopropyl-4,5,6,7-tetrahydrothieno[2,3-c]pyridin-2-yl)acetamide